1-[6-(2-methylbenzoyl)-9-ethylcarbazol-3-yl]-3-cyclopentyl-propan-1-one CC1=C(C(=O)C=2C=C3C=4C=C(C=CC4N(C3=CC2)CC)C(CCC2CCCC2)=O)C=CC=C1